4-Hydroxy-8-methyl-5H,6H,7H,8H-pyrido[3,4-d]pyrimidine-7-carboxylic acid tert-butyl ester C(C)(C)(C)OC(=O)N1C(C=2N=CN=C(C2CC1)O)C